NCC(CC1CC(N(C1)C(=O)OC(C)(C)C)(C)C)C1=CC=CC=C1 tert-Butyl 4-(3-amino-2-phenyl-propyl)-2,2-dimethyl-pyrrolidine-1-carboxylate